COC1=CC=C(C=C1)C#CC=1C(=CC2=C(NC(=N2)C2=CC(=C(C(=C2)OC)OC)OC)C1)N1CCOCC1 4-(6-((4-methoxyphenyl)ethynyl)-2-(3,4,5-trimethoxyphenyl)-1H-benzo[d]imidazol-5-yl)morpholine